C1(CCCCC1)NC1=NC(=NC=C1C)NC=1C=CC2=C(B(OC2)O)C1 6-((4-(Cyclohexylamino)-5-methylpyrimidin-2-yl)amino)benzo[c][1,2]oxaborole-1(3H)-ol